tert-butyl N-[rac-1-[(2,4-dimethylphenoxy)methyl]-2-(1,3-dioxoisoindolin-2-yl)oxy-ethyl]carbamate CC1=C(OC[C@H](CON2C(C3=CC=CC=C3C2=O)=O)NC(OC(C)(C)C)=O)C=CC(=C1)C |r|